[I-].COC(C=CC(=O)OCOC(=O)C1=[N+](C=CC=C1)C)=O ((((4-methoxy-4-oxobut-2-enoyl)oxy)methoxy)carbonyl)-1-methylpyridin-1-ium iodide